3-(7-Chloro-1,4-dimethyl-1H-benzotriazol-5-yl)-3-[7-(hydroxymethyl)-1-benzothien-5-yl]propionic acid ethyl ester C(C)OC(CC(C=1C=C(C2=C(C=CS2)C1)CO)C1=C(C2=C(N(N=N2)C)C(=C1)Cl)C)=O